ClC=1C=C(C=CC1Cl)C(CN(C)C)NS(=O)(=O)C1=CC=C(C=C1)OC(F)(F)F N-[1-(3,4-dichlorophenyl)-2-(dimethylamino)ethyl]-4-(trifluoromethoxy)benzenesulfonamide